The molecule is a penicillanic acid compound having a (6R)-amino substituent. The active nucleus common to all penicillins, it may be substituted at the 6-amino position to form the semisynthetic penicillins, resulting in a variety of antibacterial and pharmacologic characteristics. It has a role as an allergen. It derives from a penicillanic acid. It is a conjugate base of a 6-aminopenicillanate. It is a tautomer of a 6-aminopenicillanic acid zwitterion. CC1([C@@H](N2[C@H](S1)[C@@H](C2=O)N)C(=O)O)C